C(C)(=O)N[C@H](C)C(=O)N1CCN(CC1)CC(C(=O)N[C@H]1CN(CCC1)CC1=CC(=NC=C1)C(=O)NC1=CC=C(C=C1)C1=CC2=C(N=CN=C2N2CCOCC2)N1)=C 4-(((R)-3-(2-((4-(acetyl-D-alanyl)piperazin-1-yl)methyl)acrylamido)piperidin-1-yl)methyl)-N-(4-(4-morpholino-7H-pyrrolo[2,3-d]pyrimidin-6-yl)phenyl)picolinamide